ClC=1C=C2C=C(NC2=CC1)CNC(N(C)C1CN(CCC1)C(=O)C1CC(C1)CO)=O 3-[(5-chloro-1H-indol-2-yl)methyl]-1-{1-[3-(hydroxymethyl)cyclobutanecarbonyl]piperidin-3-yl}-1-methylurea